1-N-ethylpyrrolidinium-3-oxy-benzotriazol C(C)N1N=NC2=C1C=CC=C2OC2C[NH2+]CC2